F[P-](F)(F)(F)(F)F.C1=C[NH2+]C=2C=CC3=C(C12)C=CC=C3 benzo[e]indolium hexafluorophosphate